N-(4-AMINO-3,4-DIOXO-1-PHENYLBUTAN-2-YL)-4-CHLORO-1-PHENYL-1H-PYRAZOLE-5-CARBOXAMIDE NC(C(C(CC1=CC=CC=C1)NC(=O)C1=C(C=NN1C1=CC=CC=C1)Cl)=O)=O